CC(C(=O)O)NC(=O)C N-ACETYL-DL-ALANINE